N-(p-vinylphenyl)sulfonyloxysuccinimide C(=C)C1=CC=C(C=C1)S(=O)(=O)ON1C(CCC1=O)=O